tert-butyl 7-(dimethoxymethyl)-4-fluoro-6-((methylamino) methyl)-3,4-dihydro-2,4-methylene-1,8-naphthyridine-1(2H)-carboxylate COC(C1=C(C=C2C3(CC(N(C2=N1)C(=O)OC(C)(C)C)C3)F)CNC)OC